rel-2-((2R*,3S*,4S*,5R*)-3-(3,4-difluoro-2-methoxyphenyl)-4,5-dimethyl-5-(trifluoromethyl)tetrahydrofuran-2-yl)-5-((S)-1-hydroxypropan-2-yl)-6-methylpyrimidin-4(1H)-one FC=1C(=C(C=CC1F)[C@H]1[C@@H](O[C@]([C@H]1C)(C(F)(F)F)C)C=1NC(=C(C(N1)=O)[C@@H](CO)C)C)OC |o1:8,9,11,12,26|